C(#N)C=1C=CC=C(C(=O)O)C1 5-cyano-benzoic acid